BrC=1C(=C2C(=CC1)C(N(CC21C(C1)(F)F)CC(=O)NC1=NC=C(C=N1)Cl)=O)F 2-[6-bromo-1',1',5-trifluoro-1-oxospiro[3H-isoquinoline-4,2'-cyclopropane]-2-yl]-N-(5-chloropyrimidin-2-yl)acetamide